CN(C1CN(C1)C=1N=C(C2=C(N1)OC1(CC2)CCCC2=CC=CC=C21)N2C[C@@H](NCC2)CC#N)C 2-((2S)-4-(2'-(3-(dimethylamino)azetidin-1-yl)-3,4,5',6'-tetrahydro-2H-spiro[naphthalene-1,7'-pyrano[2,3-d]pyrimidin]-4'-yl)piperazin-2-yl)acetonitrile